FC1=C(C=CC=C1F)[C@@H]1N(OCC1)C1=CC(=NC=N1)NC=1C(=CC(=C(C1)NC(C=C)=O)N1C[C@@H](CC1)N(C)C)OC N-(5-((6-((R)-3-(2,3-difluorophenyl)isoxazolidine-2-yl)pyrimidine-4-yl)amino)-2-((R)-3-(dimethylamino)pyrrolidine-1-yl)-4-methoxy-phenyl)acrylamide